Allyl 5-(((((S)-1-butoxy-1-oxopropan-2-yl)(methyl)amino)(phenoxy)phosphoryl)methyl)benzo[b]thiophene-2-carboxylate C(CCC)OC([C@H](C)N(P(=O)(OC1=CC=CC=C1)CC1=CC2=C(SC(=C2)C(=O)OCC=C)C=C1)C)=O